2-(thiazol-2-yl)-1,4-dihydropyrimidine-5-carboxylic acid methyl ester COC(=O)C=1CN=C(NC1)C=1SC=CN1